(S)-4-(4-(4-((1-(7-amino-2-(furan-2-yl)-[1,2,4]triazolo[1,5-a][1,3,5]triazin-5-yl)piperidin-3-yl)methyl)piperazin-1-yl)-3-fluorophenoxy)butanoic acid hydrochloride Cl.NC1=NC(=NC=2N1N=C(N2)C=2OC=CC2)N2C[C@@H](CCC2)CN2CCN(CC2)C2=C(C=C(OCCCC(=O)O)C=C2)F